1-(2-chloropyrimidin-5-yl)-3-(1-(5,7-difluoro-3-methylbenzo[b]thiophen-2-yl)-2,2,2-trifluoroethyl)urea ClC1=NC=C(C=N1)NC(=O)NC(C(F)(F)F)C1=C(C2=C(S1)C(=CC(=C2)F)F)C